tert-octylphenyl-naphthoquinone diazide [N-]=[N+]=[N-].[N-]=[N+]=[N-].C(C)(C)(CC(C)(C)C)C1=C(C(C2=CC=CC=C2C1=O)=O)C1=CC=CC=C1